6,7,8-trifluoro-1-(2-fluoro-4-hydroxyphenyl)-4-oxoquinoline-3-carboxylic acid ethyl ester C(C)OC(=O)C1=CN(C2=C(C(=C(C=C2C1=O)F)F)F)C1=C(C=C(C=C1)O)F